4-{[3-(aminomethyl)-2-fluorophenyl]methyl}-3-morpholinone NCC=1C(=C(C=CC1)CN1C(COCC1)=O)F